CO[C@@H]1CC[C@H](CC1)NC(=O)C=1C=NN2C1C=C(C=C2)C2=CNC=1N=C(N=CC12)NCC=1C=NC(=CC1)N1CCN(CC1)C N-(trans-4-methoxycyclohexyl)-5-(2-(((6-(4-methylpiperazin-1-yl)pyridin-3-yl)methyl)amino)-7H-pyrrolo[2,3-d]pyrimidin-5-yl)pyrazolo[1,5-a]pyridine-3-carboxamide